O=C1NC(CCC1C=1C=C(CN2CCN(CC2)C2CCN(CC2)C2=NC(=C(C(=O)N)C=C2)C2=CC=C(C=C2)OC2=CC=CC=C2)C=CC1)=O 6-(4-(4-(3-(2,6-dioxopiperidin-3-yl)benzyl)piperazin-1-yl)piperidin-1-yl)-2-(4-phenoxyphenyl)nicotinamide